OCC(C(C(CO)C)=O)(C)CO 1,5-dihydroxy-2-hydroxymethyl-2,4-dimethylpentan-3-one